The molecule is a sulfuric ester of (3Z,6Z,9Z)-dodeca-3,6,9-trien-1-ol. It has a role as a Daphnia pulex metabolite and a kairomone. It is an organic sulfate and a sulfuric ester. It is a conjugate acid of a (3Z,6Z,9Z)-dodeca-3,6,9-trien-1-yl sulfate. CC/C=C\\C/C=C\\C/C=C\\CCOS(=O)(=O)O